2-(2,6-dioxo-3-piperidyl)-5-[4-[2-[2-[(2S)-4-[6-(5-isopropoxy-1H-indazol-3-yl)pyrimidin-4-yl]-2-methyl-piperazin-1-yl]ethoxy]ethyl]piperazin-1-yl]isoindoline-1,3-dione O=C1NC(CCC1N1C(C2=CC=C(C=C2C1=O)N1CCN(CC1)CCOCCN1[C@H](CN(CC1)C1=NC=NC(=C1)C1=NNC2=CC=C(C=C12)OC(C)C)C)=O)=O